(2'S,3S,6'S)-2',6-dimethyl-6'-(1-methyltriazol-4-yl)spiro[indoline-3,4'-piperidin]-2-one C[C@@H]1N[C@@H](C[C@]2(C1)C(NC1=CC(=CC=C12)C)=O)C=1N=NN(C1)C